ClC1=CC(=NC(=C1)C=1SC(=CN1)C(F)(F)F)N 4-Chloro-6-(5-(trifluoromethyl)thiazol-2-yl)pyridin-2-amine